tert-butyl (5S)-3-(3-chlorobenzoyl)-5-methyl-2-oxo-piperidine-1-carboxylate Sodium [Na].ClC=1C=C(C(=O)C2C(N(C[C@H](C2)C)C(=O)OC(C)(C)C)=O)C=CC1